C1(=CC=CC=C1)C([C@@H]1[C@H]([C@H]([C@@H](O1)N1C=CC=2C(N)=NC=NC12)O)O)O (R)-5'-phenyl-7-deazaadenosine